2-(4-(4-chloro-2-fluorophenyl)piperazin-1-yl)-N-(4-(N,N-dimethylaminosulfonyl)phenyl)benzamide ClC1=CC(=C(C=C1)N1CCN(CC1)C1=C(C(=O)NC2=CC=C(C=C2)S(=O)(=O)N(C)C)C=CC=C1)F